CN(CC[S-])C 2-(dimethylamino)ethane-1-thiolate